2-{[(1S)-1-{4-[4-(4-acryloylpiperazin-1-yl)tetrahydro-2H-pyran-4-yl]phenyl}ethyl]amino}-8-(propan-2-yl)pyrido[2,3-d]pyrimidin-7(8H)-one C(C=C)(=O)N1CCN(CC1)C1(CCOCC1)C1=CC=C(C=C1)[C@H](C)NC=1N=CC2=C(N1)N(C(C=C2)=O)C(C)C